Dodecenoyl-CoA CCCCCCCCC/C=C\C(=O)SCCNC(=O)CCNC(=O)[C@H](C(C)(C)COP(=O)(O)OP(=O)(O)OC[C@@H]1[C@H]([C@H]([C@@H](O1)N2C=NC3=C(N=CN=C32)N)O)OP(=O)(O)O)O